cobalt-cerium-silver [Ag].[Ce].[Co]